OC=1C=C(C2=CC=CC=C2C1)C1=C(C=C2C(=NC=NC2=C1)N1CCOCCC1)C#N 7-(3-hydroxynaphthalen-1-yl)-4-(1,4-oxazepan-4-yl)quinazolin-6-carbonitrile